2-chloro-6-((2,3-dihydro-1H-indene-4-yl)amino)-5-fluoronicotinonitrile ClC1=C(C#N)C=C(C(=N1)NC1=C2CCCC2=CC=C1)F